Cl.FC(OC=1C=C(C=CC1)[C@@H](C)N)F |r| (+/-)-1-(3-(difluoromethoxy)phenyl)ethane-1-amine hydrochloride